Methyl 2-(4-bromo-2-(fluoromethyl) benzyl)-1-(2-methoxyethyl)-1H-benzo[d]imidazole-6-carboxylate BrC1=CC(=C(CC2=NC3=C(N2CCOC)C=C(C=C3)C(=O)OC)C=C1)CF